N-(4-methyl-3-(3-(9-(tetrahydro-2H-pyran-2-yl)-9H-purin-6-yl)pyridin-2-ylamino)phenyl)-2-(oxepan-4-yl)acetamide CC1=C(C=C(C=C1)NC(CC1CCOCCC1)=O)NC1=NC=CC=C1C1=C2N=CN(C2=NC=N1)C1OCCCC1